CNC1=C(C=C(C=C1)OC(F)(F)F)[N+](=O)[O-] N-methyl-2-nitro-4-(trifluoromethoxy)aniline